C(CCC)OC(CCCCCCCCCCCCC)=O Butylmyristat